(2,3-epoxypropyl)-trimethylammonium chloride [Cl-].C(C1CO1)[N+](C)(C)C